{1-[1-(5-Chloropyridin-2-yl)-1H-imidazo[4,5-b]pyridin-2-yl]ethyl}carbamic acid tert-butyl ester C(C)(C)(C)OC(NC(C)C=1N(C=2C(=NC=CC2)N1)C1=NC=C(C=C1)Cl)=O